OC=1C=C(C=CC1)C1=CC=C(S1)C(=O)NC(C)C 5-(3-hydroxyphenyl)-N-isopropylthiophene-2-carboxamide